BrCCN1C2=NC=NC(=C2N=C1)N 9-(2-bromoethyl)-9H-purine-6-amine